9-((3-(tert-butoxy)-3-oxopropoxy)methyl)-N,N,N,2,2,16,16-heptamethyl-4,14-dioxo-3,7,11,15-tetraoxaheptadecan-9-aminium chloride [Cl-].C(C)(C)(C)OC(CCOCC(COCCC(OC(C)(C)C)=O)(COCCC(OC(C)(C)C)=O)[N+](C)(C)C)=O